N-(3-(4-([18F]fluoro)butyl-1,1,4,4-d4)-4,5-dimethylthiazole-2(3H)-ylidene)-2,2,3,3-tetramethylcyclopropane-1-carboxamide [18F]C(CCC([2H])([2H])N1C(SC(=C1C)C)=NC(=O)C1C(C1(C)C)(C)C)([2H])[2H]